[2,7]naphthyridine C1=NC=CC2=CC=NC=C12